3-piperazin-2-yl-1,2-benzoxazole N1C(CNCC1)C1=NOC2=C1C=CC=C2